sodium chloroisocyanuric acid ClN1C(=O)NC(=O)NC1=O.[Na]